1-((2R,4S)-4-(4-amino-3-((6-fluoro-1-methyl-1H-benzo[d]imidazol-5-yl)ethynyl)-1H-pyrazolo[3,4-d]pyrimidin-1-yl)-2-(difluoromethyl)pyrrolidin-1-yl)prop-2-en-1-one NC1=C2C(=NC=N1)N(N=C2C#CC2=CC1=C(N(C=N1)C)C=C2F)[C@H]2C[C@@H](N(C2)C(C=C)=O)C(F)F